N-[5-chloro-4-(1-methylindol-3-yl)pyrimidin-2-yl]-4-[3-Dimethylaminoazetidin-1-yl]-6-methoxybenzene-1,3-diamine ClC=1C(=NC(=NC1)NC1=CC(=C(C=C1OC)N1CC(C1)N(C)C)N)C1=CN(C2=CC=CC=C12)C